C(=O)=C1N(C(C2=CC=CC=C12)=C=O)OC(=O)C1C(CC1)=C(F)F (difluoromethylene)cyclobutane-1-carboxylic acid (1,3-dicarbonyl isoindolin-2-yl) ester